ClCN1CCC(C=C1)=O 1-(chloromethyl)-4-oxo-3,4-Dihydropyridin